4-hydroxy-3-methyl-benzoic acid OC1=C(C=C(C(=O)O)C=C1)C